N-(2-hydroxyethyl)-4-methyl-quinoline bromide [Br-].OCCN1CC=C(C2=CC=CC=C12)C